indenyl-(dibenzoylmethane) titanium dichloride [Cl-].[Cl-].[Ti+2].C1(C=CC2=CC=CC=C12)C(C(C1=CC=CC=C1)=O)C(C1=CC=CC=C1)=O